7-(1,3-dimethylpyrrolo[1,2-a]pyrazin-7-yl)-5-fluoro-3-(piperidin-4-yl)-1,2,4-benzotriazine CC=1C=2N(C=C(N1)C)C=C(C2)C2=CC1=C(N=C(N=N1)C1CCNCC1)C(=C2)F